3-bromo-2-hydroxy-6-[(4-methoxyphenyl)methyl]-7,8-dihydro-1,6-naphthyridin-5-one BrC=1C(=NC=2CCN(C(C2C1)=O)CC1=CC=C(C=C1)OC)O